2-[[2-[4-(2,2-difluorocyclopropyl)-6-methoxy-pyrimidin-5-yl]pyrrolo[3,2-d]pyrimidin-5-yl]methoxy]ethyl-trimethyl-silane FC1(C(C1)C1=NC=NC(=C1C=1N=CC2=C(N1)C=CN2COCC[Si](C)(C)C)OC)F